8-(4-chloro-2,5-difluorophenyl)-1,4-dioxa-8-azaspiro[4.5]decane ClC1=CC(=C(C=C1F)N1CCC2(OCCO2)CC1)F